ClC=1C=C(CN2C=CC3=CC(=CC(=C23)C(=O)N[C@@H](C)C2=CC=C(C(=O)O)C=C2)C2=CC=CC=C2)C=CC1 (S)-4-(1-(1-(3-chlorobenzyl)-5-phenyl-1H-indol-7-amido)ethyl)benzoic acid